[Na+].C1(=CC=CC=C1)CCCC(=O)[O-] 4-phenylbutanoic acid sodium salt